N1(N=NN=C1)C[C@H](C)OC=1C=C(C=CC1Cl)C=1C=NC(=NC1)NC=1C(=NN(C1)C1CC2(CN(C2)C2(CCOCC2)C)C1)C(C)C (S)-5-(3-((1-(1H-tetrazol-1-yl)propan-2-yl)oxy)-4-chlorophenyl)-N-(3-isopropyl-1-(2-(4-methyltetrahydro-2H-pyran-4-yl)-2-azaspiro[3.3]hept-6-yl)-1H-pyrazol-4-yl)pyrimidin-2-amine